The molecule is a disaccharide phosphate consisting of a 6-O-phosphono-alpha-D-mannopyranose residue and a alpha-D-mannopyranose residue joined in sequence by a (1->2) glycosidic bond. It is a disaccharide phosphate and a glycosylmannose. C([C@@H]1[C@H]([C@@H]([C@@H]([C@H](O1)O)O[C@@H]2[C@H]([C@H]([C@@H]([C@H](O2)COP(=O)(O)O)O)O)O)O)O)O